C(C)(C)(C)OC(=O)N1CCN(CC1)C=1N=NC(=CC1)NC(=O)C1=CC2=CN(N=C2C=C1OC)C 4-(6-(6-methoxy-2-methyl-2H-indazole-5-carboxamido)pyridazin-3-yl)piperazine-1-carboxylic acid tert-butyl ester